C1(CC1)C([C@@H](C=1OC2=C(N1)C=C(C=C2)[C@@H](COC)N2C(N[C@@H](C2)C(F)(F)F)=O)NC(=O)C2=NON=C2C)C2CC2 N-((S)-2,2-dicyclopropyl-1-(5-((S)-2-methoxy-1-((S)-2-oxo-4-(trifluoromethyl)imidazolidin-1-yl)ethyl)-benzo[d]oxazol-2-yl)ethyl)-4-methyl-1,2,5-oxadiazole-3-carboxamide